COC([C@H]([C@H]1OC(OC1)(C)C)N=[N+]=[N-])=O (S)-2-azido-2-((R)-2,2-dimethyl-1,3-dioxolan-4-yl)acetic acid methyl ester